N-(3-(2-oxopropyl)-1,2,4-thiadiazol-5-yl)-5-(3-(trifluoromethoxy)phenyl)thiophene-3-carboxamide O=C(CC1=NSC(=N1)NC(=O)C1=CSC(=C1)C1=CC(=CC=C1)OC(F)(F)F)C